N1(CCCC1)C(=O)C1=CC=C(S1)CNC(=O)C1CNC1 N-((5-(pyrrolidine-1-carbonyl)thiophen-2-yl)methyl)azetidine-3-carboxamide